C(CCCCCCC)OC(CCC1=CC(=C(C(=C1)C(C)(C)C)O)C(C)(C)C)=O octyl-3-[3,5-di-tert-butyl-4-hydroxyphenyl]propionate